C(C1=CC=CC=C1)OC1=CC=C2C(C(OCC2=C1)C1CC1)C1=CC=C(C=C1)N1CCC(CC1)C(OC)OC 1-(4-(7-(benzyloxy)-3-cyclopropylisochroman-4-yl)phenyl)-4-(dimethoxymethyl)piperidine